2-(5-Fluoro-2-nitrobenzenesulfonamido)acetate FC=1C=CC(=C(C1)S(=O)(=O)NCC(=O)[O-])[N+](=O)[O-]